CC(C)(C)[S@](=O)N[C@H](C)C1=C(C(=CC=C1)C(F)(F)F)C (S)-2-methyl-N-((R)-1-(2-methyl-3-(trifluoromethyl)phenyl)ethyl)propane-2-sulfinamide